[Nb].[Mg].[In].[Pb] lead indium magnesium niobium